1-heptadecanoyl-2-acetyl-sn-glycero-3-phosphocholine C(CCCCCCCCCCCCCCCC)(=O)OC[C@@H](OC(C)=O)COP(=O)([O-])OCC[N+](C)(C)C